2-Methyl-6-{2-[methyl-(2,2,6,6-tetramethylpiperidin-4-yl)amino][1,3]thiazolo[4,5-b]pyrazin-6-yl}imidazo[1,2-a]pyridin-8-carbonitril CC=1N=C2N(C=C(C=C2C#N)C=2N=C3C(=NC2)N=C(S3)N(C3CC(NC(C3)(C)C)(C)C)C)C1